2'-((3-methoxy-1H-pyrazol-4-yl)amino)spiro[cyclopropane-1,5'-pyrrolo[2,3-d]pyrimidin]-6'(7'H)-one COC1=NNC=C1NC=1N=CC2=C(N1)NC(C21CC1)=O